5-butyl-4-hydroxybenzenesulfonate C(CCC)C=1C(=CC=C(C1)S(=O)(=O)[O-])O